(R)-2-(4,4-difluoroazepan-1-yl)-N-(3-(N-glycyl-S-methylsulfonimidoyl)phenyl)-4-methyl-5-(trifluoromethyl)nicotinamide FC1(CCN(CCC1)C1=C(C(=O)NC2=CC(=CC=C2)[S@@](=O)(=NC(CN)=O)C)C(=C(C=N1)C(F)(F)F)C)F